(cyclopropylsulfonyl)-6-methoxy-5-nitropyridine-2-carboxamide C1(CC1)S(=O)(=O)C=1C(=NC(=C(C1)[N+](=O)[O-])OC)C(=O)N